FC=1C(=C(C(=CC1)F)C=1C(=CN(C1C(C1=CC=C(C=C1)CCCCCCCCCCCCO)=O)C)C(=O)O)C 4-(3,6-Difluoro-2-methylphenyl)-5-[4-(12-hydroxydodecyl)benzoyl]-1-methylpyrrole-3-carboxylic acid